1-(4-Chlorobenzyl)-1,2,3,4-tetrahydroquinoxaline ClC1=CC=C(CN2CCNC3=CC=CC=C23)C=C1